N1=CC=CC(=C1)C1N(C)CCC1.C(C(=O)C)(=O)O pyruvic acid nicotine salt